(S)-4-bromo-N-(1,1,1-trifluorobutan-2-yl)-3-(trifluoromethoxy)benzenesulfonamide BrC1=C(C=C(C=C1)S(=O)(=O)N[C@H](C(F)(F)F)CC)OC(F)(F)F